C(CC)C1CCC(CC1)C1(CCCCC1)O (4-propylcyclohexyl)cyclohexanol